C(C)(C)(C)OC(=O)N1CC(CCC1)C1=NC(=C(C=C1)N)OC 3-(5-amino-6-methoxypyridin-2-yl)piperidine-1-carboxylic acid tert-butyl ester